CC1=C(C=CC=C1OCCCN1CC2(CCOC2)CC1)C1=C(C(=CC=C1)C=1SC2=C(CN(CC2)C)N1)C 7-(3-((2,2'-dimethyl-3'-(5-methyl-4,5,6,7-tetrahydrothiazolo[4,5-c]pyridin-2-yl)-[1,1'-biphenyl]-3-yl)oxy)propyl)-2-oxa-7-aza-spiro[4.4]nonane